2-(4-nitrobenzyl)cyclopentanone [N+](=O)([O-])C1=CC=C(CC2C(CCC2)=O)C=C1